1-((1r,3r)-3-((5-(1-(2,2-difluoroethyl)-2-methyl-1H-imidazo[4,5-b]pyrazin-6-yl)-7H-pyrrolo[2,3-d]pyrimidin-2-yl)amino)-1-methylcyclobutyl)pyrrolidin-2-one FC(CN1C(=NC=2C1=NC(=CN2)C2=CNC=1N=C(N=CC12)NC1CC(C1)(C)N1C(CCC1)=O)C)F